3-methyl-pyrazin-2-amine CC=1C(=NC=CN1)N